(5-(3-(cyclopropylmethyl)-8-(trifluoromethyl)-[1,2,4]triazolo[4,3-a]pyridin-7-yl)isoxazol-3-yl)(piperidin-1-yl)methanone C1(CC1)CC1=NN=C2N1C=CC(=C2C(F)(F)F)C2=CC(=NO2)C(=O)N2CCCCC2